[(2R)-3-[2-aminoethoxy(hydroxy)phosphoryl]oxy-2-tetradecanoyloxypropyl] tetradecanoate C(CCCCCCCCCCCCC)(=O)OC[C@H](COP(=O)(O)OCCN)OC(CCCCCCCCCCCCC)=O